[Na+].[Na+].[Na+].C1(CCCCC1)C(=O)[O-].C1(CCCCC1)C(=O)[O-].C1(CCCCC1)C(=O)[O-] tris(cyclohexane-1-carboxylic acid) trisodium salt